cyanoethyl-N-(4-(1-isopropyl-1H-pyrazol-4-yl)5-methylpyrimidin-2-yl)-1,2,3,4-tetrahydroisoquinolin-6-amine C(#N)CCC1NCCC2=CC(=CC=C12)NC1=NC=C(C(=N1)C=1C=NN(C1)C(C)C)C